CC1=C(SC(=C1)C(NC)=O)/C=C/C(=O)OC methyl (E)-3-[3-methyl-5-(methylcarbamoyl)thiophen-2-yl]acrylate